[Al].[Zr].C(C(C)O)O propylene glycol zirconium aluminum